tert-butyl 4-(5-(7-fluoro-2-methyl-2H-indazol-5-yl)-1H-pyrazolo[4,3-d]thiazol-1-yl)piperidine-1-carboxylate FC1=CC(=CC2=CN(N=C12)C)C=1SC2=C(N1)C=NN2C2CCN(CC2)C(=O)OC(C)(C)C